1-(4-aminoethylphenyl)-3-methyl-5-pyrazolone NCCC1=CC=C(C=C1)N1N=C(CC1=O)C